C(C)(C)(C)OC(=O)N1CCN(CC1)C1=CN=C2C(=N1)NN=C2C2=C(C(=CC=C2)Cl)Cl 4-[3-(2,3-dichlorophenyl)-1H-pyrazolo[3,4-b]pyrazin-6-yl]piperazine-1-carboxylic acid tert-butyl ester